4-(2-((2S,3R)-3-methoxy-2-methylazetidin-1-yl)-6,7-dihydro-5H-cyclopenta[d]pyrimidin-4-yl)benzamide CO[C@H]1[C@@H](N(C1)C=1N=C(C2=C(N1)CCC2)C2=CC=C(C(=O)N)C=C2)C